CC1=NN(C2=CC=C(C=C12)C1=C(N=C(N1)N)C1=NC(=CC=C1)C)C1OCCCC1 5-(3-methyl-1-(tetrahydro-2H-pyran-2-yl)-1H-indazol-5-yl)-4-(6-methylpyridin-2-yl)-1H-imidazol-2-amine